methyl 3-(5-{1-[(tert-butyldimethylsilyl) oxy] ethyl}-4-fluorothiophen-2-yl)-3-(3-{[(4-methoxybenzyl) oxy] methyl}-4-methylphenyl)-2,2-dimethylpropionate [Si](C)(C)(C(C)(C)C)OC(C)C1=C(C=C(S1)C(C(C(=O)OC)(C)C)C1=CC(=C(C=C1)C)COCC1=CC=C(C=C1)OC)F